tetrafluoroethanesulphonic acid FC(C(S(=O)(=O)O)(F)F)F